FC(C1CNCC1)(F)F 3-(trifluoromethyl)pyrrolidine